N1CC(C1)C=1N(C2=C(C(N(C=3C=C(C=CC23)Cl)C2=CC=CC=C2)=O)N1)C 2-(azetidin-3-yl)-7-chloro-1-methyl-5-phenyl-1,5-dihydro-4H-imidazo[4,5-c]quinolin-4-one